FC(F)(F)C1=C2C3=C(C=NC2=CC=C1NC=1C(=NC=CC1)C(F)(F)F)C(C1=C3C=NC=N1)=O (trifluoromethyl)-2-((2-(trifluoromethyl)pyridin-3-yl)amino)-7H-pyrimido[5',4':3,4]cyclopenta[1,2-c]quinolin-7-one